FC1(CCN(CC1)NCC1=NC=C(C=C1)C(F)(F)F)F 4,4-difluoro-N-[[5-(trifluoromethyl)-2-pyridyl]methyl]piperidin-1-amine